tert-butyl (R)-4-((R)-3-((tert-butoxycarbonyl)(methyl)amino)pyrrolidin-1-yl)-7-isopropyl-6,7-dihydro-8H-pyrimido[5,4-b][1,4]oxazine-8-carboxylate C(C)(C)(C)OC(=O)N([C@H]1CN(CC1)C1=NC=NC2=C1OC[C@H](N2C(=O)OC(C)(C)C)C(C)C)C